C(#N)C=1C(=NC(=C(C1C1CC1)C#N)N1CCN(CCC1)CC)SC(C(=O)N)C1=CC=CC=C1 2-{[3,5-dicyano-4-cyclopropyl-6-(4-ethyl-1,4-diazepan-1-yl)pyridin-2-yl]sulfanyl}-2-phenylacetamide